methyl-N-(pyridin-4-yl)-[1,2,4]triazolo[4,3-a]quinazolin-5-amine CC1=NN=C2N1C1=CC=CC=C1C(=N2)NC2=CC=NC=C2